C(C)(C)(C)OC(=O)N1[C@H](C[C@H](C1)O)C.CNCCOC1=CC=C(C=C1)C(=O)C1=CC=C(C=C1)O [4-[2-(methylamino)ethoxy]phenyl](4-hydroxyphenyl)methanone (2S,4R)-tert-butyl-4-hydroxy-2-methylpyrrolidine-1-carboxylate